(S)-1-N-tert-Butoxycarbonyl-2-methylpiperazine C(C)(C)(C)OC(=O)N1[C@H](CNCC1)C